FC1(CCN(CC1)C=1C(=CC=NC1C)C=1OC=NN1)F 5-(4,4-difluoropiperidin-1-yl)-6-methylpyridin-4-yl-1,3,4-oxadiazole